FC=1C=C(C=C(C1[2H])F)C=1C(=NC(=NC1)NC=1C=NN(C1)C)NC1=C(C=CC(=C1)[N+](=O)[O-])F 5-[3,5-difluoro(4-2H)phenyl]-N4-(2-fluoro-5-nitrophenyl)-N2-(1-methyl-1H-pyrazol-4-yl)pyrimidine-2,4-diamine